(±)-cis-benzyl 4-hydroxy-2-(4-(methoxycarbonyl)phenyl)piperidine-1-carboxylate O[C@@H]1C[C@@H](N(CC1)C(=O)OCC1=CC=CC=C1)C1=CC=C(C=C1)C(=O)OC |r|